N-(4-chloropyridin-2-yl)-2-(4-methoxyphenyl)acetamide ClC1=CC(=NC=C1)NC(CC1=CC=C(C=C1)OC)=O